2-fluoro-1-(3-(7-((1-methyl-1H-pyrazol-4-yl)amino)-3-(4-(trifluoromethyl)phenyl)-1H-pyrazolo[4,3-b]pyridin-1-yl)azetidin-1-yl)prop-2-en-1-one FC(C(=O)N1CC(C1)N1N=C(C2=NC=CC(=C21)NC=2C=NN(C2)C)C2=CC=C(C=C2)C(F)(F)F)=C